ClC1=CC=C(C=C1)C1=N[C@H](C2=C(C3=C1C=CC=C3)C(=NO2)C)CC(=O)N (S)-2-(6-(4-chlorophenyl)-1-methyl-4H-benzo[c]isoxazolo[4,5-e]azepin-4-yl)acetamide